FC=1C(=C(OC=2C=C(C(=NC2)C(F)(F)F)OC)C=CC1OC(F)(F)F)OC 5-[3-fluoro-2-methoxy-4-(trifluoromethoxy)phenoxy]-3-methoxy-2-(trifluoromethyl)pyridine